(1-(6-Fluoropyridin-2-yl)vinyl)diisobutylaluminum FC1=CC=CC(=N1)C(=C)[Al](CC(C)C)CC(C)C